2-(3,4-difluorophenyl)-2-hydroxyethanesulfonic acid sodium salt [Na+].FC=1C=C(C=CC1F)C(CS(=O)(=O)[O-])O